ClC1=C2C(N(C=NC2=C(C=C1)F)C1C(C1)CO)=O 5-chloro-8-fluoro-3-(2-(hydroxymethyl)cyclopropyl)quinazolin-4(3H)-one